N-Benzyl-2,3-difluoro-5-iodopyridin-4-amine C(C1=CC=CC=C1)NC1=C(C(=NC=C1I)F)F